FC1(C(CN(CC1)C(=O)OC(C)(C)C)CCS(=O)C1=CC=CC=C1)F tert-butyl 4,4-difluoro-3-(2-(phenylsulfinyl)ethyl)piperidine-1-carboxylate